FC(C(C)(C1=CN=C(N1)C1=C(C=CC(=C1)OC=1C(=C2C=CNC2=CC1F)S(=O)(=O)C)F)C=1C=C(C=CC1)C(C(=O)O)C)F (3-(1,1-Difluoro-2-(2-(2-fluoro-5-((6-fluoro-4-(methylsulfonyl)-1H-indol-5-yl)oxy)phenyl)-1H-imidazol-5-yl)propan-2-yl)phenyl)propanoic acid